O[C@H]1[C@H](CC2=CC=CC=C12)C(=O)NN (1S,2S)-2,3-dihydro-1-hydroxy-1H-indene-2-carboxylic acid hydrazide